methyl (S)-3-(4-bromonaphthalen-1-yl)-2-(tritylamino)propanoate BrC1=CC=C(C2=CC=CC=C12)C[C@@H](C(=O)OC)NC(C1=CC=CC=C1)(C1=CC=CC=C1)C1=CC=CC=C1